[N+](=O)([O-])C[C@@H](C1=CC=CC=C1)C(C(=O)OC)C(=O)OC (R)-Dimethyl 2-(2-nitro-1-phenylethyl)malonate